C(C)OC(CC(CCCNCCCC(CC(OCC)OCC)[SiH3])[SiH3])OCC bis(4-diethoxyethyl-silylbutyl)amine